2-(4-fluoro-2-methylphenoxy)-N-(6-oxo-1,6-dihydropyridazin-4-yl)-5-(trifluoromethoxy)benzamide 5,8-di-tert-butyl-4,9-dioxo-3,5,8,10-tetraazadodecane-1,12-diyl-bis(2-methylacrylate) C(C)(C)(C)N(C(NCCC=C(C(=O)O)C)=O)CCN(C(NCCC=C(C(=O)O)C)=O)C(C)(C)C.FC1=CC(=C(OC2=C(C(=O)NC=3C=NNC(C3)=O)C=C(C=C2)OC(F)(F)F)C=C1)C